FC1=C(C=CC(=C1)OC)C=C[N+](=O)[O-] 2-fluoro-4-methoxy-1-2-nitro-vinyl-benzene